4-(1H-imidazol-1-yl)-butyl-2-((6aR,10aR)-6a,7,10,10a-tetrahydro-1-hydroxy-9-(hydroxymethyl)-6,6-dimethyl-6H-benzo[c]chromen-3-yl)-2-methylpropanoate N1(C=NC=C1)CCCCOC(C(C)(C)C1=CC(=C2[C@H]3[C@H](C(OC2=C1)(C)C)CC=C(C3)CO)O)=O